(2r,4s)-2-(4-(4-(1-methylcyclopropyl)phenyl)piperidine-1-carbonyl)-5-azaspiro[3.4]Octane-6-one CC1(CC1)C1=CC=C(C=C1)C1CCN(CC1)C(=O)C1CC2(C1)NC(CC2)=O